C[Si](CCOC(=O)C1NN2CCCC(C1)C2)(C)C diazabicyclo[3.3.1]nonane-3-carboxylic acid-2-(trimethylsilyl)ethyl ester